CNCCCCCCCCCCCCNC N,N'-dimethyl-1,12-diaminododecane